(S)-3-(2-(3-(1-(4-methyl-4H-1,2,4-triazol-3-ylsulfanyl)ethyl)phenyl)-2H-1,2,3-triazol-4-yl)benzoic acid CN1C(=NN=C1)S[C@@H](C)C=1C=C(C=CC1)N1N=CC(=N1)C=1C=C(C(=O)O)C=CC1